C(C)(C)N1C(=NC=2C(=NC(=CC21)B(O)O)OC)C (1-isopropyl-4-methoxy-2-methyl-1H-imidazo[4,5-c]pyridin-6-yl)boronic acid